N1(N=NC2=C1C=CC=C2)C(=C)C2=CC=C(C=C2)CC (4-(1-(1H-benzo[d][1,2,3]triazol-1-yl)vinyl)phenyl)ethane